NC1=NC2=CC=C(C=C2C=C1C)C(=O)N([C@H](C)C1=NC=CC=N1)CC=1N=NC(=CC1)C=1CCOCC1 2-amino-N-((6-(3,6-dihydro-2H-pyran-4-yl)-3-pyridazinyl)methyl)-3-methyl-N-((1R)-1-(2-pyrimidinyl)ethyl)-6-quinolinecarboxamide